FC=1C=C(CC2=CN=C(S2)NC(=O)C2=NN(C(C=C2)=O)C)C=CC1 N-(5-(3-fluorobenzyl)thiazol-2-yl)-1-methyl-6-oxo-1,6-dihydropyridazine-3-carboxamide